(R)-7-amino-6-(3-hydroxy-2,6-dimethylphenyl)-4-((1-methylpyrrolidin-3-yl)amino)-5-oxo-5,6-dihydro-1,6-naphthyridine-8-carboxamide NC=1N(C(C=2C(=CC=NC2C1C(=O)N)N[C@H]1CN(CC1)C)=O)C1=C(C(=CC=C1C)O)C